C(C)(C)(C)OC(=O)N1COC2=C(C1)C=CC=C2C2=C(C=C(C(=C2)N2C1COCC2CC1)C(=O)OC)F 8-[2-fluoro-4-methoxycarbonyl-5-(3-oxa-8-azabicyclo[3.2.1]oct-8-yl)phenyl]-2,4-dihydro-1,3-benzoxazine-3-carboxylic acid tert-butyl ester